C(C)(C)(C)OC(=O)N1CC2=C(C3=C(N=CN=C3NC3=CC(=C(C=C3)OC=3C=CC=4N(C3)N=CN4)Cl)S2)CC1 4-((4-([1,2,4]triazolo[1,5-a]pyridin-6-yloxy)-3-chlorophenyl)amino)-5,6-dihydropyrido[4',3':4,5]thieno[2,3-d]pyrimidine-7(8H)-carboxylic acid tert-butyl ester